CC1=C(C=CC(=C1)C)C1=NC(=NC(=N1)C1=C(C=C(C=C1)C)C)C1=C(C=C(C=C1)OCCCCCCCC)O 2,4-Bis(2,4-dimethylphenyl)-6-(2-hydroxy-4-n-octyloxyphenyl)-s-triazine